[Si](C)(C)(C(C)(C)C)OCC1=CC(=NC=C1F)NC1CNCCC1 3-((4-(((tert-butyldimethylsilyl)oxy)methyl)-5-fluoropyridin-2-yl)amino)piperidin